C1(=CC=CC=C1)C1(SCCS1)C(F)(F)F 2-phenyl-2-trifluoromethyl-1,3-dithiolane